FC(C=1C(=NC=CC1)C(=O)NC(C(=O)O)CCN(CCCCC1=NC=2NCCCC2C=C1)CCOC(C)C)F 2-(3-(difluoromethyl)picolinamido)-4-((2-isopropoxyethyl)(4-(5,6,7,8-tetrahydro-1,8-naphthyridin-2-yl)butyl)amino)butanoic acid